NC(C(=O)O)(N(C1=CC=CC=C1)C1=CC=CC=C1)N diaminodiphenylaminoacetic acid